N-((1-allyl-1H-pyrazol-4-yl)methyl)-1-(2-(6-methoxy-1,5-naphthyridin-4-yl)ethyl)piperidin-4-amine C(C=C)N1N=CC(=C1)CNC1CCN(CC1)CCC1=CC=NC2=CC=C(N=C12)OC